C(C)(C)(C)OC(N[S@@](=O)C1=CC=NN1COCC[Si](C)(C)C)=O (S)-((1-((2-(trimethylsilyl)ethoxy)methyl)-1H-pyrazol-5-yl)sulfinyl)carbamic acid tert-butyl ester